24-[hydroxy(2-methoxyphenyl)methyl]5alpha-cholane OC(CCC[C@@H](C)[C@H]1CC[C@H]2[C@@H]3CC[C@H]4CCCC[C@]4(C)[C@H]3CC[C@]12C)C1=C(C=CC=C1)OC